Zinc triflimide N(S(=O)(=O)C(F)(F)F)S(=O)(=O)C(F)(F)F.[Zn]